(pyrazolo[1,5-a]pyridin-4-yl)methanone N1=CC=C2N1C=CC=C2C=O